NC=1CC(=CC2=C(N1)C=C(S2)Br)C(=O)N(CCC)CC2=CC=C(C=C2)CN(C(OC(C)(C)C)=O)C tert-butyl N-[[4-[[(5-amino-2-bromo-6H-thieno[3,2-b]azepine-7-carbonyl)-propyl-amino]methyl]phenyl]methyl]-N-methyl-carbamate